7,11,15-trimethylhexadecane-5,6-dien-3-one CC(=C=CCC(CC)=O)CCCC(CCCC(C)C)C